1-(1-(9-ethyl-6-morpholino-8-(pyridin-4-yl)-9H-purin-2-yl)-1H-pyrazol-4-yl)cyclobutan C(C)N1C2=NC(=NC(=C2N=C1C1=CC=NC=C1)N1CCOCC1)N1N=CC(=C1)C1CCC1